4-methoxy-N-[4-[4-(4-pyridyl)piperazin-1-yl]phenyl]benzamide COC1=CC=C(C(=O)NC2=CC=C(C=C2)N2CCN(CC2)C2=CC=NC=C2)C=C1